benzyl (S)-2-((((9H-fluoren-9-yl)methoxy)carbonyl)amino)-3-(3-(2-(tert-butoxy)-2-oxoethyl)phenyl)propanoate C1=CC=CC=2C3=CC=CC=C3C(C12)COC(=O)N[C@H](C(=O)OCC1=CC=CC=C1)CC1=CC(=CC=C1)CC(=O)OC(C)(C)C